CO[C@@H](C)C1=CC=C(C=C1)CO (S)-(4-(1-methoxyethyl)phenyl)methanol